ClC1=C(C(=CC=C1)F)NC(=O)C1=CC(=C(C=C1O[C@H](C(F)(F)F)C)C1=NN(C(=C1)C(=O)OC)C1CC1)F (S)-methyl 3-(4-((2-chloro-6-fluorophenyl)carbamoyl)-2-fluoro-5-((1,1,1-trifluoropropan-2-yl) oxy)phenyl)-1-cyclopropyl-1H-pyrazole-5-carboxylate